C1(CC1)CNCC[C@H]1[C@@H]([C@H](CC=2NC3=CC=CC=C3C12)C1=CC=C(C=C1)OC)NC (2R,3R,4R)-4-{2-[(Cyclopropylmethyl)amino]ethyl}-2-(4-methoxyphenyl)-N-methyl-2,3,4,9-tetrahydro-1H-carbazol-3-amine